BrC1=CC=C(S1)C1=C(C(=C(C2=NN(N=C21)CC(CCCCCC)CCCC)C=2SC(=CC2)Br)F)F 4,7-bis(5-bromothiophene-2-yl)-2-(2-butyloctyl)-5,6-difluoro-2H-benzo[d][1,2,3]triazole